C(C)OC(=O)C=1C(C=C2N(C(CC=3C=C(C(=NC23)OC)OCCCOC)C(C)C)C1)=O 6-isopropyl-2-methoxy-3-(3-methoxypropoxy)-10-oxo-5H,6H-pyrido[1,2-h]1,7-naphthyridine-9-carboxylic acid ethyl ester